(8S,9aR)-rel-2-(azetidine-3-carbonyl)-8-(2,3-dichloro-6-hydroxyphenyl)-hexahydro-1H-pyrido[1,2-a]pyrazin-4-one N1CC(C1)C(=O)N1C[C@@H]2N(C(C1)=O)CC[C@@H](C2)C2=C(C(=CC=C2O)Cl)Cl |o1:8,15|